4-(4,6-diphenyl-1,3,5-triazin-2-yl)phenyl-5-phenyl-5,12-dihydroindolo[3,2-b]carbazole C1(=CC=CC=C1)C1=NC(=NC(=N1)C1=CC=CC=C1)C1=CC=C(C=C1)C1=C2C(=CC=C1)N(C1=C2CC2=NC3=CC=CC=C3C2=C1)C1=CC=CC=C1